COC1=NC=C(C=C1C(=O)N)C(=O)N 2-methoxypyridine-3,5-dicarboxamide